tert-butyl (3-hydroxypropyl)(2-(pyridin-2-yl)-6-(1,2,4,5-tetrahydro-3H-benzo[d]azepin-3-yl)pyrimidin-4-yl)carbamate OCCCN(C(OC(C)(C)C)=O)C1=NC(=NC(=C1)N1CCC2=C(CC1)C=CC=C2)C2=NC=CC=C2